(R)-tert-butyl 3-((S)-3-(3-(bromomethyl)-4-fluorophenyl)-1-(tert-butoxy)-1-oxopropan-2-yl)pyrrolidine-1-carboxylate BrCC=1C=C(C=CC1F)C[C@H](C(=O)OC(C)(C)C)[C@@H]1CN(CC1)C(=O)OC(C)(C)C